C(C)(C)N1C[C@@H](CCC1)NC=1C=2N(C(=NN1)C1=C(C=C(C=C1)C(F)(F)F)O)C=CN2 (R)-2-(8-((1-isopropylpiperidin-3-yl)amino)imidazo[1,2-d][1,2,4]triazin-5-yl)-5-(trifluoromethyl)phenol